6-monoacetylmorphine C(C)(=O)[C@]1([C@H]2[C@]34C=5C(=C(C=CC5C[C@H]([C@@H]3C=C1)N(C)CC4)O)O2)O